FC(C1=CC=C(C=N1)N(C1CCN(CC1)C(=O)OC(C)(C)C)C=1C=NC=CC1C=C)(F)F tert-butyl 4-[[6-(trifluoromethyl)-3-pyridyl]-(4-vinyl-3-pyridyl)amino]piperidine-1-carboxylate